3-(5-{[(4-Carbamimidoylphenyl)methyl](methyl)amino}-4-methyl-1-(5-methylfuran-3-carbonyl)-1H-pyrazol-3-yl)-1-(pyrrolidin-1-sulfonyl)piperidin C(N)(=N)C1=CC=C(C=C1)CN(C1=C(C(=NN1C(=O)C1=COC(=C1)C)C1CN(CCC1)S(=O)(=O)N1CCCC1)C)C